CC1(C(N(OC1)CC1=CC=C(C=C1)C1=NOC(=N1)C(F)(F)F)=O)C 4,4-dimethyl-2-[[4-[5-(trifluoromethyl)-1,2,4-oxadiazol-3-yl]phenyl]-methyl]isooxazolidin-3-one